ClC1=C(C=CC(=C1F)F)N1N=CC(=C1C(F)(F)F)C(=O)NC=1C=NC(=C(C1)Cl)N1N=CC=N1 (2-chloro-3,4-difluorophenyl)-N-(5-chloro-6-(2H-1,2,3-triazol-2-yl)pyridin-3-yl)-5-(trifluoromethyl)-1H-pyrazole-4-carboxamide